rel-2-[[(2r,3s)-3-(2-chlorophenyl)-2-(2,4-difluorophenyl)-2-oxiranyl]methyl]-1,2-dihydro-3H-1,2,4-triazole-3-thione ClC1=C(C=CC=C1)[C@H]1[C@@](O1)(C1=C(C=C(C=C1)F)F)CN1NC=NC1=S |o1:7,8|